5-ethynyl-4-hydroxydihydrofuran-2(3H)-one C(#C)C1C(CC(O1)=O)O